C1(=CC=C(C=C1)[S+](C1=CC=C2SC=3C=CC(=CC3C(C2=C1)=O)C(C)C)C1=CC=C(C=C1)C)C 7-[di(p-toluyl)sulfonio]-2-isopropylthioxanthone